bis(mesitylene) iron [Fe].C1(=CC(=CC(=C1)C)C)C.C1(=CC(=CC(=C1)C)C)C